N-(4-(2-(4-Fluoro-6-methoxypyridin-3-yl)butyl)-6-(((R)-1-hydroxy-4-methylpentan-2-yl)amino)-1,3,5-triazin-2-yl)methanesulfonamide FC1=C(C=NC(=C1)OC)C(CC1=NC(=NC(=N1)N[C@@H](CO)CC(C)C)NS(=O)(=O)C)CC